C[C@@H]1N(CCC1)C(=O)OC[C@@H](\C=C\C=C(/C)\[C@H]1OC(C[C@H](CC[C@]([C@H](/C=C/[C@@H]1C)OC(C)=O)(C)O)O)=O)C [(2R,3E,5E)-6-[(2S,3S,4E,6S,7S,10S)-6-acetyloxy-7,10-dihydroxy-3,7-dimethyl-12-oxo-1-oxacyclododec-4-en-2-yl]-2-methylhepta-3,5-dienyl] (2S)-2-methylpyrrolidine-1-carboxylate